FC1(CNC(N(C1)C1(CCOCC1)C=1C=CC2=C(N=C(O2)C(NC(=O)C2=NON=C2C)C2CCC(CC2)(F)F)C1)=O)F N-((5-(4-(5,5-difluoro-2-oxotetrahydropyrimidin-1(2H)-yl)tetrahydro-2H-pyran-4-yl)benzo[d]oxazol-2-yl)(4,4-difluorocyclohexyl)methyl)-4-methyl-1,2,5-oxadiazole-3-carboxamide